ClCC1(COC1)C 3-Chloromethyl-3-Methyl-Oxetane